(S)-5-((R)-2-(cyclopentylmethyl)-4-(hydroxyamino)-4-oxobutyl)-N-(5-methylthiazol-2-yl)-5-azaspiro[2.4]heptane-6-amide C1(CCCC1)C[C@@H](CN1CC2(CC2)C[C@H]1C(=O)NC=1SC(=CN1)C)CC(=O)NO